(3R)-3-amino-5-[(4-chlorophenyl)methyl]-8-fluoro-7-[2-(1-methyl-3-piperidyl)tetrazol-5-yl]-1,1-dioxo-2,3-dihydro-1lambda6,5-benzothiazepin-4-one N[C@H]1CS(C2=C(N(C1=O)CC1=CC=C(C=C1)Cl)C=C(C(=C2)F)C=2N=NN(N2)C2CN(CCC2)C)(=O)=O